NC1=NC=CC=2N1C(=NC2C2CN(CCC2)CC#CC)C2=C(C=C(C(=O)NC1=NC=CC=C1)C=C2)C(F)(F)F 4-(5-amino-1-(1-(but-2-ynyl)piperidin-3-yl)imidazo[1,5-c]pyrimidin-3-yl)-N-(pyridin-2-yl)-3-(trifluoromethyl)benzamide